methyl 2-([1,1'-biphenyl]-4-carboxamido)-5-oxo-5H-thieno[3,2-b]pyran-6-carboxylate C1(=CC=C(C=C1)C(=O)NC1=CC=2OC(C(=CC2S1)C(=O)OC)=O)C1=CC=CC=C1